(((3-(dimethylamino)propyl)amino)methyl)phenol CN(CCCNCC1=C(C=CC=C1)O)C